phosphorus oxamate C(C(=O)N)(=O)[O-].[P+3].C(C(=O)N)(=O)[O-].C(C(=O)N)(=O)[O-]